S(=O)(C1=CC=C(C=C1)N)(=O)OC(C)=O.[Na] sodium acetyl sulfanilate